tri-(4-hydroxyphenyl)-phenylmethane OC1=CC=C(C=C1)C(C1=CC=CC=C1)(C1=CC=C(C=C1)O)C1=CC=C(C=C1)O